FC(C=1C(=C(C=CC1)C(C)NC1=NC=2N(C3=CN=C(C=C13)N1CC(N(CC1)CC(F)(F)F)=O)C=CN2)F)F 4-{5-[1-(3-Difluoromethyl-2-fluoro-phenyl)-ethylamino]-3,4,8,9b-tetraaza-cyclopenta[a]naphthalen-7-yl}-1-(2,2,2-trifluoro-ethyl)-piperazin-2-one